CS(=O)(=O)NC(CC)=O N-methylsulfonyl-propionamide